tert-butyl (R)-3-(3-chloro-5-(4,6-diamino-1,3,5-triazin-2-yl)phenyl)morpholine-4-carboxylate ClC=1C=C(C=C(C1)C1=NC(=NC(=N1)N)N)[C@H]1N(CCOC1)C(=O)OC(C)(C)C